CC1=CC2=C(C3=CC=CC=C3C(=C2C=C1)OCC)OCC 2-methyl-9,10-diethoxyanthracene